FC=1C=CC(=C2C=C(N(C12)CCNC1=NC=NC(=C1)C1=CC2=C(NC(N2)=O)C=C1)C#N)OC 7-Fluoro-4-methoxy-1-{2-[6-(2-oxo-2,3-dihydro-1H-benzoimidazol-5-yl)-pyrimidin-4-ylamino]-ethyl}-1H-indol-2-carbonitril